N[C@H](C1CCN(CC1)C(=O)C=1C=CC2=C(NC(O2)=O)C1)C1=C(C=C(C(=C1)Cl)C)O 5-[4-[(R)-amino(5-chloro-2-hydroxy-4-methylphenyl)methyl]piperidine-1-carbonyl]-3H-1,3-benzoxazol-2-one